[Zr].[Pb].[Ni].[Pb] lead nickel lead zirconium